bis(2,4,6-tri-tert-butylphenyl)pentaerythritol di-phosphite P(O)(O)O.P(O)(O)O.C(C)(C)(C)C1=C(C(=CC(=C1)C(C)(C)C)C(C)(C)C)C(O)(C(CO)(CO)CO)C1=C(C=C(C=C1C(C)(C)C)C(C)(C)C)C(C)(C)C